Copper(II) hexanoate C(CCCCC)(=O)[O-].[Cu+2].C(CCCCC)(=O)[O-]